C(C1=CC=CC=C1)C1CC(=NO1)CNC(=O)C1=NN(C2=CC=CC=C12)C 5-benzyl-3-((1-methyl-1H-indazole-3-carboxamido)methyl)-4,5-dihydroisoxazole